ClC=1SC(=CN1)COC1=CC=CC(=N1)C1CCN(CC1)CC=1N(C2=C(N1)C=CC(=C2)C(=O)OC)CCOC Methyl 2-[[4-[6-[(2-chlorothiazol-5-yl)methoxy]-2-pyridyl]-1-piperidyl]methyl]-3-(2-methoxyethyl)benzimidazole-5-carboxylate